BrC1=CC=C(S1)C1OCCO1 2-(5-Bromothiophene-2-yl)-1,3-dioxolane